4,5α-Epoxy-3,10α,14-trihydroxy-17-(prop-2-enyl)morphinan-6-one C=CCN1CC[C@]23[C@@H]4C(=O)CC[C@]2([C@H]1[C@H](C5=C3C(=C(C=C5)O)O4)O)O